Methyl 6-chloro-4-((4-(3-hydroxyoxetan-3-yl)phenyl)amino)pyridazine-3-carboxylate ClC1=CC(=C(N=N1)C(=O)OC)NC1=CC=C(C=C1)C1(COC1)O